FC1=C(C=C(C=C1)NC(=O)N1C2CC(CC1C2)C)C=2C=NC=C(C2)F trans-N-(4-fluoro-3-(5-fluoropyridin-3-yl)phenyl)-3-methyl-6-azabicyclo[3.1.1]heptane-6-carboxamide